C(CCC)N1C([C@H](NC(C12CCN(CC2)CC2=CC=C(C=C2)OC2=C(C=C(C=C2)NC(=O)C(C)C)OC)=O)[C@@H](C2CCOCC2)O)=O (3R)-1-butyl-2,5-dioxo-3-((1R)-1-hydroxy-1-(tetrahydropyran-4-yl)methyl)-9-(4-(4-isopropylcarbonylamino-2-methoxyphenoxy)phenylmethyl)-1,4,9-triazaspiro[5.5]undecane